C(C)OC(CCNC1=CC=C(C=C1)C1CCN(CC1)C(=O)OC(C)(C)C)=O tert-butyl 4-[4-[(3-ethoxy-3-oxo-propyl)amino]phenyl]piperidine-1-carboxylate